N6-(2-aminoethyl)-N4-{[1,1'-biphenyl]-3-yl}-1-methyl-1H-pyrazolo[3,4-d]pyrimidine-4,6-diamine NCCNC1=NC(=C2C(=N1)N(N=C2)C)NC=2C=C(C=CC2)C2=CC=CC=C2